CO[Si](OC)(OC)CCC1=C(C=CC=C1)CC[Si](OC)(OC)OC bis(trimethoxysilylethyl)benzen